2-amino-3-(3,4-dichlorophenyl)propyl (aminocarbonyl)carbamate NC(=O)NC(OCC(CC1=CC(=C(C=C1)Cl)Cl)N)=O